acryloyl-oxymethyltrimethoxysilane C(C=C)(=O)OC[Si](OC)(OC)OC